NC1=CC=CC(=N1)S(=O)(=O)NC(=O)C=1C(=NC(=CC1)C1=CC(=CC(=C1)OCC(C)C)F)N(C)C1CCC1 N-[(6-amino-2-pyridyl)sulfonyl]-2-[cyclobutyl(methyl)amino]-6-(3-fluoro-5-isobutoxy-phenyl)pyridine-3-carboxamide